(R)-7-methoxy-4-(1-methyl-3-phenyl-1H-pyrazol-4-yl)-6-((tetrahydrofuran-3-yl)oxy)quinazoline COC1=C(C=C2C(=NC=NC2=C1)C=1C(=NN(C1)C)C1=CC=CC=C1)O[C@H]1COCC1